C(C)(C)N[C@@H](C(=O)N[C@H](C(=O)O)C)CCC1=CC=CC=C1 (2S)-2-[(2R)-2-(isopropylamino)-4-phenylbutanamido]propionic acid